[Cs].[Cs].OC1=CC=C(C=C1)C1=CC=C(C=C1)O 4,4'-dihydroxybiphenyl dicesium salt